CC1=CC=C(C=C1)S(=O)(=O)OCCOCCOCCOCCOCCOCCOCCN(C(=O)OC(C)(C)C)C(=O)OC(C)(C)C 2-[[2-[2-[2-[2-[2-[bis(tert-butoxycarbonyl)amino]ethoxy]ethoxy]ethoxy]ethoxy]ethoxy]ethoxy]ethyl 4-methylbenzenesulfonate